FC(=C(F)F)[B] trifluoro(vinyl)boron